C(#N)C(C(=O)NC(OCC)=O)=NNC1=CC(=C(C(=C1)Cl)OC1=CN(C(C(=C1)C(C)C)=O)C)Cl ethyl (2-cyano-2-(2-(3,5-dichloro-4-((5-isopropyl-1-methyl-6-oxo-1,6-dihydropyridin-3-yl)oxy)phenyl)hydrazineylidene)acetyl)carbamate